N-(6-(N-(1-methylcyclopropyl)sulfamoyl)isoquinolin-3-yl)acrylamide CC1(CC1)NS(=O)(=O)C=1C=C2C=C(N=CC2=CC1)NC(C=C)=O